OCC1=CC=2N(C(C(=C(N2)C(F)(F)F)C2=CC=C(C=C2)OCC(F)(F)F)=O)C=C1 8-(hydroxymethyl)-3-(4-(2,2,2-trifluoroethoxy)phenyl)-2-(trifluoromethyl)-4H-pyrido[1,2-a]pyrimidin-4-one